CN(C(=O)N1CCC2=CC(=CC=C12)C(CCN1CCN(CC1)C=1C=C(C=CC1)C)=O)C N,N-dimethyl-5-(3-(4-(m-tolyl)piperazin-1-yl)propionyl)indoline-1-carboxamide